ClC1=NC=C(C(=C1)C1=C(C=NC(=C1)/C=N/O)C(=O)OC)OC methyl (E)-2'-chloro-6-((hydroxyimino) methyl)-5'-methoxy-[4,4'-bipyridine]-3-carboxylate